methyl (2Z)-2-azido-3-{2,4-dichloro-5-fluorophenyl}prop-2-enoate N(=[N+]=[N-])\C(\C(=O)OC)=C/C1=C(C=C(C(=C1)F)Cl)Cl